(R)-1-((18,18,18-trifluorooctadecyl)oxy)-3-(trityloxy)propan-2-ol FC(CCCCCCCCCCCCCCCCCOC[C@H](COC(C1=CC=CC=C1)(C1=CC=CC=C1)C1=CC=CC=C1)O)(F)F